C12CN(CC(N1)C2)C2=C(C=C(C=C2)NC2=NC=C(C(=N2)C(=O)NC2=C(C=CC=C2OC)C#N)Cl)F 2-((4-(3,6-diazabicyclo[3.1.1]heptan-3-yl)-3-fluorophenyl)amino)-5-chloro-N-(2-cyano-6-methoxyphenyl)pyrimidine-4-carboxamide